C(C)(C)(C)OC(=O)N[C@H](CN1C=C(C=C1F)C(=O)[O-])C (S)-1-(2-((tert-butoxycarbonyl) amino) propyl)-5-fluoro-1H-pyrrole-3-carboxylate